C(CCCCCCCCC\C=C\C=C/CC)=O (E,Z)-11,13-Hexadecadienal